COC1=CC(=NC=C1)N1C=C(C(C2=CC(=C(C(=C12)Cl)N(C)C1CCCCC1)F)=O)C(=O)O 1-(4-methoxy-2-pyridinyl)-8-chloro-6-fluoro-1,4-dihydro-7-(cyclohexyl-(methyl)amino)-4-oxo-3-quinolinecarboxylic acid